O1CC(C1)N1CCC(CC1)/C=C/C(=O)N1C(C=CCC1)=O (E)-1-(3-(1-(oxetan-3-yl)piperidin-4-yl)acryloyl)-5,6-dihydropyridin-2(1H)-one